N1CCC(=CC1)CNC(OCC1=CC=CC=C1)=O benzyl ((1,2,3,6-tetrahydropyridin-4-yl) methyl)carbamate